1-(4-(4-(3-acrylamidophenoxy)-7H-pyrrolo[2,3-d]pyrimidin-6-yl)phenyl)-4-methylpiperazine-2-carboxylic acid C(C=C)(=O)NC=1C=C(OC=2C3=C(N=CN2)NC(=C3)C3=CC=C(C=C3)N3C(CN(CC3)C)C(=O)O)C=CC1